C1(CC1)C=1C(=C2C(=NC1)N=C(N2COCC[Si](C)(C)C)C(=O)N2CC=1C=CC=NC1CC2)C (6-Cyclopropyl-7-methyl-1-((2-(trimethylsilyl)ethoxy)methyl)-1H-imidazo[4,5-b]pyridin-2-yl)(7,8-dihydro-1,6-naphthyridin-6(5H)-yl)methanone